1-Boc-3-hydroxy-3-methylazetidine C(=O)(OC(C)(C)C)N1CC(C1)(C)O